C(C)C(CC1=C(C=C(S1)C1=C2C(SC(=C2)[Sn](C)(C)C)=C(C2=C1SC(=C2)[Sn](C)(C)C)C=2SC(=C(C2)F)CC(CCCC)CC)F)CCCC 1,1'-[4,8-Bis[5-(2-ethylhexyl)-4-fluoro-2-thienyl]benzo[1,2-b:4,5-b']dithiophene-2,6-diyl]bis[1,1,1-trimethylstannane]